2-amino-N,N-dimethyl-3-[4-(propan-2-yl)piperazin-1-yl]benzamide NC1=C(C(=O)N(C)C)C=CC=C1N1CCN(CC1)C(C)C